2-methyl-5-(((1-(methylsulfonyl)azepan-2-yl)methyl)amino)-N-((R)-1-(naphthalen-1-yl)ethyl)benzamide CC1=C(C(=O)N[C@H](C)C2=CC=CC3=CC=CC=C23)C=C(C=C1)NCC1N(CCCCC1)S(=O)(=O)C